CC1=CC=C(C=C1)S(=O)(=O)NC(C(=O)OC(C)(C)C)=C tert-butyl N-(4-toluenesulfonyl)-2-aminoacrylate